4-[(3-dimethylaminopropyl)diethoxysilyl]styrene CN(CCC[Si](C1=CC=C(C=C)C=C1)(OCC)OCC)C